FC1=C(C=CC2=CC=CC(=C12)OCOC)F 1,2-Difluoro-8-(methoxymethoxy)naphthalene